Cl[C@@H](C)C1=NC=2C(=NC(=CC2)C(=O)OC(C)C)N1C[C@H]1OCC1 isopropyl 2-((S)-1-chloroethyl)-3-(((S)-oxetan-2-yl) methyl)-3H-imidazo[4,5-b]pyridine-5-carboxylate